CS(=O)(=O)OCC1CC2(C1)CCN(CC2)C(=O)OC(C)(C)C tert-butyl 2-(methylsulfonyloxymethyl)-7-azaspiro[3.5]nonane-7-carboxylate